((((((((R)-1-phenylethoxy) carbonyl) amino) methyl) thiophen-2-yl)-3-methylpyrazin-2-yl) oxy) cyclohexane-1-carboxylate C1(CCCCC1)C(=O)OOC1=NC=C(N=C1C)C=1SC=CC1CNC(=O)O[C@H](C)C1=CC=CC=C1